CC1=CC=CC(=N1)C1=C(N=CN1)C=1C=C2C=C(C=NC2=CC1)N1CCC(CC1)N 1-[6-[5-(6-methyl-2-pyridyl)-1H-imidazol-4-yl]-3-quinolyl]piperidin-4-amine